(1,1-dimethyl-3-phenyl-but-3-enyl)benzene CC(CC(=C)C1=CC=CC=C1)(C)C1=CC=CC=C1